1,1'-((4-(benzylthio)butyl)azetidinediyl)bis(dodecane-2-ol) C(C1=CC=CC=C1)SCCCCC1(N(CC1)CC(CCCCCCCCCC)O)CC(CCCCCCCCCC)O